ClC1=NC(=NC(=C1CCl)OC)C 4-chloro-5-(chloromethyl)-6-methoxy-2-methylpyrimidine